C(C)(C)(C)OC(=O)N[C@H](C(=O)O)CCCCC (S)-2-((tert-Butoxycarbonyl)amino)heptanoic acid